C(C)N1CC2=CC=C(C=C2CC1)C1=CN(C2=NC=CC=C21)S(=O)(=O)C2=CC=C(C)C=C2 3-(2-ETHYL-1,2,3,4-TETRAHYDROISOQUINOLIN-6-YL)-1-TOSYL-1H-PYRROLO[2,3-B]PYRIDIN